8-benzyl-6-(3-((tert-butyldimethylsilyl)oxy)-2-fluorophenyl)-2-(thiophen-2-ylmethyl)imidazo[1,2-a]Pyrazin-3(7H)-one C(C1=CC=CC=C1)C1=C2N(C=C(N1)C1=C(C(=CC=C1)O[Si](C)(C)C(C)(C)C)F)C(C(=N2)CC=2SC=CC2)=O